ClC1=C(N=C2N(C1=O)C=C(N=C2C2=C(C=C(C(=C2)F)F)F)C2CC(OCC2)C=2C=NN(C2)C)C 3-chloro-2-methyl-7-(2-(1-methyl-1H-pyrazol-4-yl)tetrahydro-2H-pyran-4-yl)-9-(2,4,5-trifluorophenyl)-4H-pyrazino[1,2-a]pyrimidin-4-one